FC(C1=NN=C(O1)C1=CC=C(CN2N=C(N=N2)C2=CC=C(C(=O)NC3CCN(CC3)C)C=C2)C=C1)F 4-(2-(4-(5-(difluoromethyl)-1,3,4-oxadiazol-2-yl)benzyl)-2H-tetrazol-5-yl)-N-(1-methylpiperidin-4-yl)benzamide